4-[3-(difluoromethyl)-4-[[5-[(3R,5R)-3-(tert-butoxycarbonylamino)-5-fluoro-1-piperidyl]pyrazolo[1,5-a]pyrimidine-3-carbonyl]amino]pyrazol-1-yl]cyclohexanecarboxylic acid FC(C1=NN(C=C1NC(=O)C=1C=NN2C1N=C(C=C2)N2C[C@@H](C[C@H](C2)F)NC(=O)OC(C)(C)C)C2CCC(CC2)C(=O)O)F